2,2-di(tetrahydrofuryl)propane manganite hydrate O.[Mn](=O)(O)O.O1C(CCC1)C(C)(C)C1OCCC1